NC1=C2C(=NC=N1)N(N=C2C2=CC=C(C=C2)OC2=CC=CC=C2)C2CCN(CC2)C(COCCOCCSC2=C1CN(C(C1=CC=C2)=O)C2CNCCC2)=O 3-(4-((2-(2-(2-(4-(4-amino-3-(4-phenoxyphenyl)-1H-pyrazolo[3,4-d]pyrimidine-1-yl)piperidin-1-yl)-2-oxoethoxy)ethoxy)ethyl)thio)-1-oxoisoindoline-2-yl)piperidine